(2-(2,6-dioxopiperidin-3-yl)-3-oxoisoindolin-5-yl)methyl (4-phenylpyridin-2-yl)carbamate C1(=CC=CC=C1)C1=CC(=NC=C1)NC(OCC=1C=C2C(N(CC2=CC1)C1C(NC(CC1)=O)=O)=O)=O